N(=[N+]=[N-])[C@@H](CO)[C@@H]([C@@H](CCCCCCCCCCCCCC)OCC1=CC=CC=C1)OCC1=CC=CC=C1 (2S,3S,4R)-2-azido-3,4-bis(benzyloxy)octadecan-1-ol